neopentanoic acid Isodecyl-neopentanoate C(CCCCCCC(C)C)CC(C(=O)O)(C)C.C(C(C)(C)C)(=O)O